C1(=C(C=CC=C1)C(C)=O)C1=CC=CC=C1 1-([1,1-biphenyl]-2-yl)ethanone